ClC=1N(N=C2C=CC(=C(C12)Cl)C1=NNC2=NC(=NC(=C21)C#N)[2H])C 3-(3,4-dichloro-2-methyl-2H-indazol-5-yl)-1H-pyrazolo[3,4-d]Pyrimidine-4-carbonitrile-6-d